1-acetoxy-4-cyclooctene C(C)(=O)OC1CCC=CCCC1